(R)-3-(3-chloro-4-fluorophenyl)-1-(cyclopropylmethyl)-1-(1-(1-methoxyisoquinolin-4-yl)ethyl)urea ClC=1C=C(C=CC1F)NC(N([C@H](C)C1=CN=C(C2=CC=CC=C12)OC)CC1CC1)=O